2-chloro-α,α,5-trifluoro-3-pyridinepropanoic acid ClC1=NC=C(C=C1CC(C(=O)O)(F)F)F